(2S,3S,4S)-tert-butyl-2-((6-bromopyridin-2-yl) carbamoyl)-4-fluoro-3-hydroxypyrrolidine-1-carboxylate C(C)(C)(C)OC(=O)N1[C@@H]([C@@H]([C@H](C1)F)O)C(NC1=NC(=CC=C1)Br)=O